N1(CCCCC1)CCN1[C@H](CCC1)C=1C=NC=CC1 |o1:9| (R) or (S)-3-(1-(2-(piperidin-1-yl)ethyl)pyrrolidin-2-yl)pyridine